ClC1=CC2=C(N(C(N=C2N2CC3(CN(C3)C(=O)[O-])C2)=O)C=2C(=NC=CC2C)C(C)C)N=C1Cl 6-(6,7-Dichloro-1-(2-isopropyl-4-methylpyridin-3-yl)-2-oxo-1,2-dihydropyrido[2,3-d]pyrimidin-4-yl)-2,6-diazaspiro[3.3]heptane-2-carboxylate